tert-butyl N-[4-(7-chloro-1H-indazol-4-yl)-6-(morpholine-4-carbonyl)-2-oxo-1H-quinolin-3-yl]carbamate ClC=1C=CC(=C2C=NNC12)C1=C(C(NC2=CC=C(C=C12)C(=O)N1CCOCC1)=O)NC(OC(C)(C)C)=O